C1(CCCCCC1)[C@@H](C(=O)NC1=CC=C(C=C1)C=1C(=NNC1CO)C)NC(OC(C)(C)C)=O tert-butyl N-[(1S)-1-cycloheptyl-2-[4-[5-(hydroxymethyl)-3-methyl-1H-pyrazol-4-yl]anilino]-2-oxo-ethyl]carbamate